C(O)C1CCC(CC1)CO 1,4-dimethylolcyclohexane